4-(1H-tetrazol-1-yl)butan-1-amine N1(N=NN=C1)CCCCN